C(C)(C)(C)OC(=O)N1C=2N(CCC1)C=NC2C(=O)O 1-(tert-butoxycarbonyl)-1,2,3,4-tetrahydroimidazo[1,5-a]pyrimidine-8-carboxylic acid